3-((5-(2-(2-aminopyridin-3-yl)-5-phenyl-3H-imidazo[4,5-b]pyridin-3-yl)-6-methylpyridin-2-yl)carbamoyl)cyclopentane-1-carboxylic acid NC1=NC=CC=C1C1=NC=2C(=NC(=CC2)C2=CC=CC=C2)N1C=1C=CC(=NC1C)NC(=O)C1CC(CC1)C(=O)O